FC(C(=O)O)(F)F.FC1CNCCC1N1CCC(CC1)N1N=C(C=2C1=NC=NC2N)C2=CC=C(C=C2)OC2=CC=CC=C2 cis-1-(3'-fluoro-[1,4'-bipiperidin]-4-yl)-3-(4-phenoxyphenyl)-1H-pyrazolo[3,4-d]pyrimidin-4-amine trifluoroacetate